5-(cyclohexylmethyl)-N-(5-fluoro-4-(5-((4-hydroxy-4-methylpentyl)oxy)-2-methylphenyl)pyridin-2-yl)-4H-1,2,4-triazole-3-carboxamide C1(CCCCC1)CC=1NC(=NN1)C(=O)NC1=NC=C(C(=C1)C1=C(C=CC(=C1)OCCCC(C)(C)O)C)F